Gamma-glutamyl-formamide N[C@@H](CCC(=O)NC=O)C(=O)O